FC=1C(=NC(=NC1)C(=O)OC)C Methyl 5-fluoro-4-methylpyrimidine-2-carboxylate